5-bromo-3-methylisoquinoline 2-oxide BrC1=C2C=C([N+](=CC2=CC=C1)[O-])C